NC1=C(C(=NC=2N1N=CN2)C)CC2=CC=C(C(=N2)N)Br 6-({7-amino-5-methyl-[1,2,4]triazolo[1,5-a]pyrimidin-6-yl}methyl)-3-bromopyridin-2-amine